antimony(III) selenide [Sb+]=[Se]